CC1=CC=C(C=C1)S(=O)(=O)OC(C([2H])([2H])OC=1C(=NC(=NC1OC)N(CC1=C(C=C(C=C1)OC)OC)CC1=C(C=C(C=C1)OC)OC)OC)([2H])[2H] [2-[2-[bis[(2,4-dimethoxyphenyl)methyl]amino]-4,6-dimethoxy-pyrimidin-5-yl]oxy-1,1,2,2-tetradeuterio-ethyl] 4-methylbenzenesulfonate